C(=C)[C@H]1CC(=C(CC1)C(=O)OCC)O ethyl (4R)-(+)-4-ethenyl-2-hydroxycyclohex-1-ene-1-carboxylate